2-Amino-5-chlorobenzoic acid NC1=C(C(=O)O)C=C(C=C1)Cl